(3R)-3-(1,4-Dimethyl-1H-benzotriazol-5-yl)-3-(7-{[(2R,5S*)-2-ethyl-7-hydroxy-5-methyl-2,3-dihydropyrido[2,3-f][1,4]oxazepin-4(5H)-yl]methyl}-1-benzothiophen-5-yl)propanoic acid CN1N=NC2=C1C=CC(=C2C)[C@H](CC(=O)O)C=2C=C(C1=C(C=CS1)C2)CN2C[C@H](OC1=C([C@@H]2C)N=C(C=C1)O)CC |o1:32|